(1r,2r,5s)-2-(3-ethoxy-3-oxo-propyl)-3-azabicyclo[3.1.0]hexane-3-carboxylic acid tert-butyl ester C(C)(C)(C)OC(=O)N1[C@@H]([C@@H]2C[C@@H]2C1)CCC(=O)OCC